S(=O)(=O)([O-])C1=CC=C(C)C=C1.S(=O)(=O)([O-])C1=CC=C(C)C=C1.S(=O)(=O)([O-])C1=CC=C(C)C=C1.[Na+].[Na+].[Na+] sodium tritosylate